10,20-bis(4-methylphenyl)porphyrin manganese (II) [Mn+2].CC1=CC=C(C=C1)C=1C=2C=CC(=CC3=CC=C(N3)C(=C3C=CC(C=C4C=CC1N4)=N3)C3=CC=C(C=C3)C)N2